NCCOC(C)O aminoethoxy-ethanol